FC(OC(CCCOC1=C(C=CC=C1)CCC1=CC(=CC=C1)OC(F)(F)F)N(C(F)(F)F)C(F)F)F (difluoromethoxy)-N-(difluoromethyl)-4-(2-(3-(trifluoromethoxy)phenethyl)phenoxy)-N-(trifluoromethyl)butan-1-amine